1-Bromo-4-[11-Fmoc-amino-3,6,9-trioxaundecyloxy]-2-dimethoxymethyl-benzene BrC1=C(C=C(C=C1)OCCOCCOCCOCC(C(=O)OCC1C2=CC=CC=C2C2=CC=CC=C12)N)C(OC)OC